perfluoro(2,4-dimethyl-1,3-dioxolan-2-yl)carboxylic acid magnesium salt [Mg+2].FC1(OC(OC1(F)F)(C(F)(F)F)C(=O)[O-])C(F)(F)F.FC1(OC(OC1(F)F)(C(F)(F)F)C(=O)[O-])C(F)(F)F